ClCCCC(C(=O)OC)(C)C methyl 5-chloro-2,2-dimethylvalerate